FC=1C(=NC(=NC1)NC1=CC=C(C=C1)N1CCOCC1)OCC1CCS(CC1)(=O)=O 4-(((5-fluoro-2-((4-morpholinophenyl)amino)pyrimidin-4-yl)oxy)methyl)tetra-hydro-2H-thiopyran 1,1-dioxide